BrC1=CC=C(C=C1)C(C)(C)C=1N=C(SC1)NC(=O)NC(C)C1=CC=C(C=C1)N1CCNCC1 1-(4-(2-(4-bromophenyl)propan-2-yl)thiazol-2-yl)-3-(1-(4-(piperazin-1-yl)phenyl)ethyl)urea